2-(2-fluoro-4-methylphenyl)-5-(1H-pyrrolo[2,3-b]pyridin-4-yl)-1-{[2-(trimethylsilyl)ethoxy]methyl}-1H-pyrrole-3-carboxylic acid FC1=C(C=CC(=C1)C)C=1N(C(=CC1C(=O)O)C1=C2C(=NC=C1)NC=C2)COCC[Si](C)(C)C